N-[N-(benzyloxycarbonyl)glycyl]-L-proline C(C1=CC=CC=C1)OC(=O)NCC(=O)N1[C@@H](CCC1)C(=O)O